C(#N)C1(CC1)N1CCNC2=CC=C(C=C12)C#N 4-(1-cyanocyclopropyl)-1,2,3,4-tetrahydroquinoxaline-6-carbonitrile